OC1(CC(C1)C(=O)N1CC2(C1)CCC(CC2)C2=NC(=CC=C2)C2(CC2)C(F)(F)F)C ((1s,3s)-3-Hydroxy-3-methylcyclobutyl)(7-(6-(1-(trifluoromethyl)cyclopropyl)pyridin-2-yl)-2-azaspiro[3.5]nonan-2-yl)methanon